FC=1SC(=NN1)F 2,5-difluoro-1,3,4-thiadiazole